(S)-1-(10-(tert-Butoxy methyl)-4-ethyl-4-hydroxy-3,14-dioxo-3,4,12,14-tetrahydro-1H-pyrano[3',4':6,7]indolizino[1,2-b]quinolin-9-yl) 4-(tert-butyl) piperazine-1,4-dicarboxylate N1(CCN(CC1)C(=O)OC(C)(C)C)C(=O)OC1=C(C=2C=C3C(=NC2C=C1)C1=CC2=C(C(N1C3)=O)COC([C@]2(O)CC)=O)COC(C)(C)C